tert-butyl 3-(4-amino-3-(4-((5-fluoro-2-methoxybenzamido)methyl)phenyl)-1H-pyrazolo[3,4-d]pyrimidin-1-yl)pyrrolidine-1-carboxylate NC1=C2C(=NC=N1)N(N=C2C2=CC=C(C=C2)CNC(C2=C(C=CC(=C2)F)OC)=O)C2CN(CC2)C(=O)OC(C)(C)C